C[SiH](C)C[Zr](C)(C1=CC=CC=2C3=CC=CC=C3CC12)C1(C(=C(C(=C1)C)C)C)C dimethylsilyl-(tetramethylcyclopentadienyl)(fluorenyl)dimethylzirconium